N=1C=CN2C1C=CC(=C2)C2=CNC=1N=C(N=C(C12)OC([2H])([2H])[2H])NC1CCC(CC1)(O)C (1r,4r)-4-((5-(imidazo[1,2-a]pyridin-6-yl)-4-(methoxy-d3)-7H-pyrrolo[2,3-d]pyrimidin-2-yl)amino)-1-methylcyclohexan-1-ol